C(C)(C)(C)[Si](Cl)(C1=CC=CC=C1)C1=CC=CC=C1 tert-butyl-1-(chloro)diphenyl-silane